4-(benzylsulfanyl)-2-cyclopropylpyridine C(C1=CC=CC=C1)SC1=CC(=NC=C1)C1CC1